N-[4-[(3-bromophenyl)amino]-6-quinazolinyl]-2-butynamide BrC=1C=C(C=CC1)NC1=NC=NC2=CC=C(C=C12)NC(C#CC)=O